N-((1S,3r)-3-(5-(5-ethoxypyridin-2-yl)-4-(2-fluorophenyl)-4H-1,2,4-triazol-3-yl)cyclobutyl)-6-(2-hydroxypropan-2-yl)pyridineamide C(C)OC=1C=CC(=NC1)C=1N(C(=NN1)C1CC(C1)NC(=O)C1=NC(=CC=C1)C(C)(C)O)C1=C(C=CC=C1)F